(RS)-4-Cyano-N-(4-pyrrolidin-3-yl-phenyl)-benzamide C(#N)C1=CC=C(C(=O)NC2=CC=C(C=C2)[C@@H]2CNCC2)C=C1 |r|